2-(trans-4-(dimethylamino)cyclohexyl)-2,4-dimethyl-N-((6-methyl-4-(methylsulfanyl)-2-oxo-1,2-dihydropyridin-3-yl)methyl)-7-(4-morpholinophenyl)benzo[d][1,3]dioxole-5-carboxamide CN([C@@H]1CC[C@H](CC1)C1(OC2=C(O1)C(=CC(=C2C)C(=O)NCC=2C(NC(=CC2SC)C)=O)C2=CC=C(C=C2)N2CCOCC2)C)C